6-[1-(1-Cyano-4-piperidyl)-5-methyl-triazol-4-yl]-4-[1-(6-methylpyrazin-2-yl)ethoxy]pyrazolo[1,5-a]pyridine-3-carbonitrile C(#N)N1CCC(CC1)N1N=NC(=C1C)C=1C=C(C=2N(C1)N=CC2C#N)OC(C)C2=NC(=CN=C2)C